SC=1NC2=C(N1)C=CC(=C2)S 2,5-dimercaptobenzimidazole